OC[C@@H](C)[C@@H]1CNC(C=2N1N=C(C2)N2[C@@H](COCC2)C)=O (R)-7-((S)-1-hydroxypropan-2-yl)-2-((R)-3-methylmorpholino)-6,7-dihydropyrazolo[1,5-a]pyrazin-4(5H)-one